FC1(CBr)CC(=C(C=C1)F)F 1,3,4-trifluorobenzyl bromide